ClC=1C(=CC(=C(C1)NC(=O)N1[C@H]2CC=3C(=CNC(C3)=O)[C@@H]1CC2)F)C(F)(F)F (6R,9S)-N-(5-chloro-2-fluoro-4-(trifluoromethyl)phenyl)-3-oxo-3,5,6,7,8,9-hexahydro-2H-6,9-epiminocyclohepta[c]pyridine-10-carboxamide